(1S,2S,6R)-2-amino-6-(2-isobutyl-6-(1H-1,2,4-triazol-3-yl)-1H-imidazo[4,5-c]pyridin-1-yl)cyclohexan-1-ol N[C@@H]1[C@@H]([C@@H](CCC1)N1C(=NC=2C=NC(=CC21)C2=NNC=N2)CC(C)C)O